((1S,4R,6R)-6-((5-Chloropyrimidin-2-yl)oxy)-2-azabicyclo[2.2.1]hept-2-yl)(6-methyl-3-(pyrimidin-2-yl)pyridin-2-yl)methanone ClC=1C=NC(=NC1)O[C@@H]1C[C@@H]2CN([C@H]1C2)C(=O)C2=NC(=CC=C2C2=NC=CC=N2)C